cyclopenta[d]pyrimidin-4-ol N1C=NC(=C2C1=CC=C2)O